N1CC(=CCC1)C1=CSC2=C1C=C(C=C2)C#N 3-(1,2,5,6-Tetrahydropyridin-3-yl)-1-benzothiophene-5-carbonitrile